ClC1=C(C=C(C=C1)NC(=O)NC1=CC=C(C=C1)OC1=CC=NC2=CC(=C3C(=C12)OCCO3)OCCO)C(F)(F)F 1-(4-chloro-3-(trifluoromethyl)phenyl)-3-(4-((5-(2-hydroxyethoxy)-2,3-dihydro-[1,4]dioxino[2,3-f]quinolin-10-yl)oxy)phenyl)urea